2-(4-Boc-piperazinyl)-2-(4-methoxyphenyl)acetic acid CC(C)(C)OC(=O)N1CCN(CC1)C(C2=CC=C(C=C2)OC)C(=O)O